ClC=1C(=NC(=NC1)N1C[C@H](CCCC1)C)NC1=CC=2C3=C(C(N(C2C=C1)C)=O)OCC([C@@H](N3)C3CC3)(F)F (S)-10-((5-chloro-2-((S)-3-methylazepan-1-yl)pyrimidin-4-yl)amino)-2-cyclopropyl-3,3-difluoro-7-methyl-1,2,3,4-tetrahydro-[1,4]oxazepino[2,3-c]quinolin-6(7H)-one